hydroxyphenyllactic acid, iodide OCC(C(=O)I)(O)C1=CC=CC=C1